3-Cyclopropyl-6-Methyl-1-(1-(4-(Trifluoromethoxy)Phenyl)Ethyl)-1H-Pyrazolo[3,4-d]Pyrimidin-4(5H)-One C1(CC1)C1=NN(C=2N=C(NC(C21)=O)C)C(C)C2=CC=C(C=C2)OC(F)(F)F